5-[4-[3-[2,6-Dichloro-4-[(2R)-2,4-dimethylpiperazin-1-yl]benzoyl]-2,4-dihydro-1,3-benzoxazin-8-yl]-5-fluoro-2-(3-oxa-8-azabicyclo[3.2.1]octan-8-yl)phenyl]-3H-1,3,4-oxadiazol-one ClC1=C(C(=O)N2COC3=C(C2)C=CC=C3C3=CC(=C(C=C3F)C3=NNC(O3)=O)N3C2COCC3CC2)C(=CC(=C1)N1[C@@H](CN(CC1)C)C)Cl